N-(CYCLOPROPYLMETHYL)-N-((1S)-1-METHYL-3-BUTEN-1-YL)SULFAMIDE C1(CC1)CN(S(=O)(=O)N)[C@H](CC=C)C